4-[4-(3-Hydroxy-azetidin-1-ylmethyl)-3,5-dimethoxy-phenyl]-2-methyl-2H-isoquinolin-1-one OC1CN(C1)CC1=C(C=C(C=C1OC)C1=CN(C(C2=CC=CC=C12)=O)C)OC